O1CCC2=NC(=CC=C21)CN2C(C1=CC=C(C=C1C=N2)S(=O)(=O)C=2N=C(SC2)C(C)OC)=O 2-((2,3-dihydrofuro[3,2-b]pyridin-5-yl)methyl)-6-((2-(1-methoxyethyl)thiazol-4-yl)sulfonyl)phthalazin-1(2H)-one